(1R,3S,7R,8R,10S,13R)-5-methoxy-5,7,9,9,13-pentamethyl-4,6-dioxatetracyclo[6.5.1.01,10.03,7]tetradecane COC1(O[C@H]2C[C@@]34[C@H](C([C@H]([C@]2(O1)C)C4)(C)C)CC[C@H]3C)C